COC1=C(C=CC=C1)C1=CC=2C(=CN=CC2)N1 2-(2-methoxyphenyl)-1H-pyrrolo[2,3-c]pyridine